(4-acryloyl-2-vinylpiperazin-1-yl)-7-chloro-6-fluoro-1-(2-isopropyl-4-methylpyridin-3-yl)pyrido[2,3-d]pyrimidin-2(1H)-one C(C=C)(=O)N1CC(N(CC1)C=1C2=C(N(C(N1)=O)C=1C(=NC=CC1C)C(C)C)N=C(C(=C2)F)Cl)C=C